BrC1=CC=CC(=N1)NC(=O)[C@H]1N(C[C@@H](C1)F)C(CN1N=C(C2=CC(=CC=C12)C1=CC=C(C=C1)N1CCOCC1)C(=O)N)=O (2-((2S,4R)-2-((6-bromopyridin-2-yl)carbamoyl)-4-fluoropyrrolidin-1-yl)-2-oxoethyl)-5-(4-morpholinylphenyl)-1H-indazole-3-carboxamide